methyltri(acryloyloxyethoxy)silane C[Si](OCCOC(C=C)=O)(OCCOC(C=C)=O)OCCOC(C=C)=O